6-chloro-2-((4-(trifluoromethyl)benzyl)thio)benzo[d]oxazole ClC1=CC2=C(N=C(O2)SCC2=CC=C(C=C2)C(F)(F)F)C=C1